C(C)C1CC2(CC1)CNCCC2 2-ethyl-7-azaspiro[4.5]decane